(S)-3-(5-(1-(oxazol-2-yl)-4-(pyrrolidin-1-ylmethyl)-1H-pyrrolo[2,3-b]pyridin-6-yl)-1-oxoisoindolin-2-yl)piperidine-2,6-dione O1C(=NC=C1)N1C=CC=2C1=NC(=CC2CN2CCCC2)C=2C=C1CN(C(C1=CC2)=O)[C@@H]2C(NC(CC2)=O)=O